FC1=CC=C(C(SC2=CC=CC=C2)=O)C=C1 S-Phenyl 4-fluorobenzothioate